tert-butyl 2-(((2R,7aS)-2-fluorohexahydro-1H-pyrrolizin-7a-yl)methoxy)-4-methoxy-5,6-dihydropyrido[3,4-d]pyrimidine-7(8H)-carboxylate F[C@@H]1C[C@@]2(CCCN2C1)COC=1N=C(C2=C(N1)CN(CC2)C(=O)OC(C)(C)C)OC